Methyl (1R,2S,5S)-tetrahydro-3-azaspiro[bicyclo[3.1.0]hexane-6,4'-pyran]-2-carboxylate hydrochloride Cl.O1CCC2(CC1)[C@H]1CN[C@@H]([C@H]12)C(=O)OC